ClC=1C(N(N=CC1NC[C@@]1(COCCC1)F)C=1C=NC(=CC1)OC1=CC=C(C=C1)C1(CC1)N1C(NCC1)=O)=O (S)-4-chloro-5-(((3-fluorotetrahydro-2H-pyran-3-yl)methyl)amino)-2-(6-(4-(1-(2-oxoimidazolidin-1-yl)cyclopropyl)phenoxy)pyridin-3-yl)pyridazin-3(2H)-one